COCOC1=C(C=CC(=C1)C(F)(F)F)C=1C=2N(C(=NN1)N[C@H]1CN(CCC1)C)C=CC2C (R)-1-(2-(methoxymethoxy)-4-(trifluoromethyl)phenyl)-8-methyl-N-(1-methylpiperidin-3-yl)pyrrolo[1,2-d][1,2,4]triazin-4-amine